benzyl (2S)-4-[7-(3-benzyloxy-1-naphthyl)-2-[(1R)-1-[(2R)-pyrrolidin-2-yl]ethoxy]-6,8-dihydro-5H-pyrido[3,4-d]pyrimidin-4-yl]-2-(cyanomethyl)piperazine-1-carboxylate C(C1=CC=CC=C1)OC=1C=C(C2=CC=CC=C2C1)N1CC=2N=C(N=C(C2CC1)N1C[C@@H](N(CC1)C(=O)OCC1=CC=CC=C1)CC#N)O[C@H](C)[C@@H]1NCCC1